ClCC1=NN2N=C(C=CC2=N1)C1CC1 2-(chloromethyl)-6-cyclopropyl-[1,2,4]triazolo[1,5-b]pyridazine